N1N=CC2=CC=C(C=C12)NC1=C(C(NC=C1)=O)C(=O)NC1=CC=C(C=C1)N1CCN(CC1)C 4-((1H-Indazol-6-yl)amino)-N-(4-(4-methylpiperazin-1-yl)phenyl)-2-oxo-1,2-dihydropyridine-3-carboxamide